FC(C=1C(=C(C=CC1)[C@@H](C)NC(=O)C1=CNC(C=C1NC1[C@@H]2CN(C[C@H]1C2)C)=O)F)F N-((R)-1-(3-(difluoromethyl)-2-fluorophenyl)ethyl)-4-(((1R,5S,6r)-3-methyl-3-azabicyclo[3.1.1]heptan-6-yl)amino)-6-oxo-1,6-dihydropyridine-3-carboxamide